C1CCC2(CC1)OCC(O2)C[NH+]=C(N)N The molecule is a guanidinium ion resulting from the protonation of the guanidyl group of guanadrel. It is a conjugate acid of a guanadrel.